C(C1=CC=CC=C1)OC1=NC(=CC=C1C1=C(C=C(C=C1F)N1CCC(CC1)N1C(CN(CC1)C(=O)OC(C)(C)C)=O)F)OCC1=CC=CC=C1 Tert-butyl 4-(1-(4-(2,6-bis(benzyloxy) pyridin-3-yl)-3,5-difluorophenyl) piperidin-4-yl)-3-oxopiperazine-1-carboxylate